C(C)(=O)[O-].S(=O)([O-])O.[Na+].[Na+] disodium sulphite acetate